29-(((9Z,12Z,15Z)-octadeca-9,12,15-trienoyl)oxy)-nonacosanoic acid C(CCCCCCC\C=C/C\C=C/C\C=C/CC)(=O)OCCCCCCCCCCCCCCCCCCCCCCCCCCCCC(=O)O